Pentyl 10-((5-(heptadecan-9-yloxy)-5-oxopentyl)(4-((2-(methylamino)-3,4-dioxocyclobut-1-en-1-yl)amino)butyl)amino)decanoate CCCCCCCCC(CCCCCCCC)OC(CCCCN(CCCCCCCCCC(=O)OCCCCC)CCCCNC1=C(C(C1=O)=O)NC)=O